F[C@@H](CCCCN1C[C@@H]([C@H]([C@@H]([C@H](C1)O)O)O)O)COCC=1N=C(SC1)C1=CC(=CC=C1)OC (3S,4R,5R,6S)-1-[(5S)-5-fluoro-6-{[2-(3-methoxyphenyl)-1,3-thiazol-4-yl]methoxy}hexyl]-3,4,5,6-azepanetetrol